C(C)(C)(C)OC(N(C)C1CC=CC1)=O.BrC1(CC2=C(N=C(N=C2O)C)N(C1=O)C)[2H] 6-bromo-4-hydroxy-2,8-dimethylpyrido[2,3-d]pyrimidin-7(8H)-one-6-d Tert-butyl-N-cyclopent-3-en-1-yl-N-methyl-carbamate